O[C@H]1C[C@]2(C(C3CCC=4[C@](CCN(C(C4)=O)C)(C13)C)CC[C@@H]2NC(=O)C2CCC2)C N-((5aR,6S,7aS,8S)-6-hydroxy-3,5a,7a-trimethyl-2-oxo-2,3,4,5,5a,5b,6,7,7a,8,9,10,10a,10b,11,12-hexadecahydrocyclopenta[5,6]naphtho[1,2-d]azepin-8-yl)cyclobutanecarboxamide